(R)-2-(4-(pyrrolidin-3-ylcarbamoyl)phenyl)-1H-benzo[d]imidazole-4-carboxamide dihydrochloride Cl.Cl.N1C[C@@H](CC1)NC(=O)C1=CC=C(C=C1)C1=NC2=C(N1)C=CC=C2C(=O)N